[Mg+2].S(=O)(=O)([O-])[O-].[K+] potassium sulfate, magnesium salt